1-(3-(6-(6-(3-(trifluoromethyl)phenoxy)pyridin-3-yl)quinazolin-8-yl)pyrrolidin-1-yl)prop-2-en-1-one FC(C=1C=C(OC2=CC=C(C=N2)C=2C=C3C=NC=NC3=C(C2)C2CN(CC2)C(C=C)=O)C=CC1)(F)F